N-((4-(methylamino)-3-nitrophenyl)sulfonyl)benzamide CNC1=C(C=C(C=C1)S(=O)(=O)NC(C1=CC=CC=C1)=O)[N+](=O)[O-]